Br[Si]1(C[SiH](CCC1)CCC)Br 1,1-dibromo-3-propyl-1,3-disilacyclohexane